N-methyl-N-((1-(3-(trifluoromethyl)phenyl)-1H-tetrazol-5-yl)methyl)cyclohexylamine CN(CC1=NN=NN1C1=CC(=CC=C1)C(F)(F)F)C1CCCCC1